2-(Pyridin-3-yl)-N-(5-(1-(6-(2-(3-(trifluoromethoxy)phenyl)acetamido)pyridazin-3-yl)piperidin-4-yl)-1,3,4-thiadiazol-2-yl)acetamide N1=CC(=CC=C1)CC(=O)NC=1SC(=NN1)C1CCN(CC1)C=1N=NC(=CC1)NC(CC1=CC(=CC=C1)OC(F)(F)F)=O